2-chloro-N-[4-(4-methoxyphenyl)thiazol-2-yl]-N-(3-methoxypropyl)acetamide ClCC(=O)N(CCCOC)C=1SC=C(N1)C1=CC=C(C=C1)OC